COC1=CC=C(C=C1)S(=O)(=O)OC1=C(C=CC=C1)NC(NC1=C(C=CC=C1)OS(=O)(=O)C1=CC=C(C=C1)OC)=O bis-[2-(p-methoxybenzenesulfonyloxy)phenyl]urea